[(3S)-1,4-bis[(4-methoxyphenyl)methyl]-2,3-dihydropyrido[2,3-b]pyrazin-3-yl]-phenyl-methanol COC1=CC=C(C=C1)CN1C2=C(N([C@@H](C1)C(O)C1=CC=CC=C1)CC1=CC=C(C=C1)OC)N=CC=C2